(4aR,8aS)-6-(3-((2,6-Dichlorobenzyl)oxy)azetidine-1-carbonyl)hexahydro-2H-pyrido[4,3-b][1,4]oxazin-3(4H)-one ClC1=C(COC2CN(C2)C(=O)N2C[C@@H]3[C@@H](OCC(N3)=O)CC2)C(=CC=C1)Cl